1-(3,5-difluorophenyl)-5,5-difluoro-3-(trifluoromethyl)-4,5,6,7-tetrahydro-1H-indazol-4-ol FC=1C=C(C=C(C1)F)N1N=C(C=2C(C(CCC12)(F)F)O)C(F)(F)F